BrC1=CC=C(C=C1)[C@]12[C@](C3=C(C=NC=C3OC)O1)([C@@H]([C@@H]([C@H]2C2=CC=CC=C2)SCC(F)(F)F)O)O |r| rac-(4bS,5S,6R,7S,7aR)-7a-(4-bromophenyl)-4-methoxy-7-phenyl-6-((2,2,2-trifluoroethyl)thio)-5,6,7,7a-tetrahydro-4bH-cyclopenta[4,5]furo[2,3-c]pyridine-4b,5-diol